3-(4-chlorophenyl)-4-(thiophene-2-yl)-N-((4-(trifluoromethyl)phenyl)sulfonyl)-4,5-dihydro-1H-pyrazole-1-carboximidoyl chloride ClC1=CC=C(C=C1)C1=NN(CC1C=1SC=CC1)C(=NS(=O)(=O)C1=CC=C(C=C1)C(F)(F)F)Cl